2-(cyclohexylmethyl)-6,7-dimethoxy-1,2,3,4-tetrahydroisoquinoline C1(CCCCC1)CN1CC2=CC(=C(C=C2CC1)OC)OC